C(C)(C)(C)OC(=O)N1CC(N(CC1)C1=NC=C(C=C1F)C(F)(F)F)CO 4-(3-fluoro-5-(trifluoromethyl)pyridin-2-yl)-3-(hydroxymethyl)piperazine-1-carboxylic acid tert-butyl ester